O1CCC2=C1C=CC(=C2)COC2CC1(C(N3C(O1)CC[C@H]3C3=NC=CN=C3)=O)C2 (5'S)-3-[(2,3-dihydro-1-benzofuran-5-yl)methoxy]-5'-(pyrazin-2-yl)tetrahydro-3'H-spiro[cyclobutane-1,2'-pyrrolo[2,1-b][1,3]oxazol]-3'-one